(S)-6-((6-(3-(5-methyloxazol-2-yl)-5-oxo-2-(2-(tetrahydro-2H-pyran-4-yl)ethyl)-7,8,9,9a-tetrahydro-5H-pyrido[2,3-a]pyrrolizin-4-yl)-2-oxobenzo[d]oxazol-3(2H)-yl)methyl)nicotinonitrile CC1=CN=C(O1)C1=C(C2=C([C@@H]3CCCN3C2=O)N=C1CCC1CCOCC1)C1=CC2=C(N(C(O2)=O)CC2=NC=C(C#N)C=C2)C=C1